2'-chloro-4'-methyl-5-nitro-4-(phenylamino)-[1,1'-biphenyl]-3-carboxylic acid methyl ester COC(=O)C=1C=C(C=C(C1NC1=CC=CC=C1)[N+](=O)[O-])C1=C(C=C(C=C1)C)Cl